2-(benzofuran-3-yl)-1-(R)-((3-chloro-5-nitrophenyl)methylsulfonylamino)ethylboronic acid O1C=C(C2=C1C=CC=C2)C[C@H](NS(=O)(=O)CC2=CC(=CC(=C2)[N+](=O)[O-])Cl)B(O)O